tert-butyl 4-(pyrazolo[1,5-a]pyrimidin-6-yl)piperazine-1-carboxylate N1=CC=C2N1C=C(C=N2)N2CCN(CC2)C(=O)OC(C)(C)C